3-Fluoro-1-(5-fluoropyrimidin-2-yl)-4-methyl-piperidine-4-carboxylic acid ethyl ester C(C)OC(=O)C1(C(CN(CC1)C1=NC=C(C=N1)F)F)C